(R)-N-(2-(3,5-dimethoxyphenyl)propyl)-6-(4-ethoxyphenyl)pyrazine-2-carboxamide COC=1C=C(C=C(C1)OC)[C@H](CNC(=O)C1=NC(=CN=C1)C1=CC=C(C=C1)OCC)C